[C@@H]12OC[C@@H](N(C1)N)C2 (1S,4S)-2-oxa-5-azabicyclo[2.2.1]heptan-5-amine